FC1=CC=C(CNCCNC(OC(C)(C)C)=O)C=C1 tert-butyl (2-((4-fluorobenzyl)amino)ethyl)carbamate